NC1=C(SC2=C1C=CC=C2)C(=O)N 3-Amino-1-benzothiophene-2-carboxamide